2'-chloro-N-(5-(2,5-dimethyl-6-(trifluoromethyl)nicotinoyl)-5,6-dihydro-4H-pyrrolo[3,4-d]thiazol-2-yl)-5'-methoxy-6-methyl-[4,4'-bipyridine]-3-carboxamide ClC1=NC=C(C(=C1)C1=C(C=NC(=C1)C)C(=O)NC=1SC2=C(N1)CN(C2)C(C2=C(N=C(C(=C2)C)C(F)(F)F)C)=O)OC